O1C2=C(OCCC1)C=C(C=C2)CCN 2-(3,4-Dihydro-2H-benzo[b][1,4]dioxepin-7-yl)-ethylamine